CC1(OC=2C=C(C(=C(C2C2C1CC=C(C2)C)O)CC=C)CCCCC)C 6,6,9-Trimethyl-3-pentyl-2-prop-2-enyl-6a,7,10,10a-tetrahydrobenzo[c]chromen-1-ol